2-[1-(3,3-dimethyl-cyclohexyl)ethoxy]-2-methyl-propanoate CC1(CC(CCC1)C(C)OC(C(=O)[O-])(C)C)C